2-methyl-1,4-phenylenebis(4-(3-(acryloyloxy) propoxy) benzoate) CC1=C(C=CC(=C1)C1=C(C(=O)[O-])C=CC(=C1)OCCCOC(C=C)=O)C1=C(C(=O)[O-])C=CC(=C1)OCCCOC(C=C)=O